glyceryl-behenate C(C(O)CO)OC(CCCCCCCCCCCCCCCCCCCCC)=O